C(C)(C)(C)OC(=O)NC1=C(C=C(C(=O)OC)C=C1)C=1N(N=C(C1[N+](=O)[O-])Cl)COCC[Si](C)(C)C methyl 4-(tert-butoxycarbonylamino)-3-[5-chloro-4-nitro-2-(2-trimethylsilylethoxymethyl)pyrazol-3-yl]benzoate